5-fluoro-1,3-diphenyl-isoquinoline FC1=C2C=C(N=C(C2=CC=C1)C1=CC=CC=C1)C1=CC=CC=C1